tert-butyl (5,6-difluoro-9H-pyrido[2,3-b]indol-8-yl)(methyl)carbamate FC1=C2C3=C(NC2=C(C=C1F)N(C(OC(C)(C)C)=O)C)N=CC=C3